(E)-3-(thiazol-2-yl)acrylic acid S1C(=NC=C1)/C=C/C(=O)O